ethyl 2-(4-bromo-1H-pyrazol-1-yl)-2,2-difluoroacetate BrC=1C=NN(C1)C(C(=O)OCC)(F)F